methyl-α-oxo-phenylacetate COC(C(=O)C1=CC=CC=C1)=O